di-n-butyl bis(2-ethylhexyl maleate) tin [Sn+4].C(C)C(C/C(/C(=O)OCCCC)=C/C(=O)[O-])CCCC.C(C)C(C/C(/C(=O)OCCCC)=C/C(=O)[O-])CCCC.C(CCC)OC(\C(=C/C(=O)[O-])\CC(CCCC)CC)=O.C(CCC)OC(\C(=C/C(=O)[O-])\CC(CCCC)CC)=O